CC(C)OC(=O)C1CC2(C1)CC(C2)NC(=O)C2=NNC1=CC=CC(=C21)CC2=CC=C(C=C2)C(F)(F)F 6-(4-(4-(trifluoromethyl)benzyl)-1H-indazole-3-carboxamido)spiro[3.3]Heptane-2-carboxylic acid methylethyl ester